C(#N)C1=NC2=CC(=CC(=C2N=C1N1CC2=CC=CC=C2C1)[C@@H](C)NC1=C(C(=O)O)C=CC=C1)C (R)-2-((1-(2-cyano-3-(isoindolin-2-yl)-7-methylquinoxalin-5-yl)ethyl)amino)benzoic acid